BrC=1C(=C(OCCC[C@H]2C[C@H](NCC2)C)C=CC1)C (2R,4R)-4-(3-(3-bromo-2-methylphenoxy)propyl)-2-methylpiperidine